CC1=C(C=CC(=C1)C)C1=C(C=CC=C1)C=1N=C2N(C=C(C(=C2)C(=O)O)F)C1CC 2-(2',4'-dimethyl-[1,1'-biphenyl]-2-yl)-3-ethyl-6-fluoroimidazo[1,2-a]pyridine-7-carboxylic acid